S1(CNCCC1)(=N)=O 1λ4,3-thiazinan-1-imine 1-oxide